N(=C=O)C1C(C(C(CC1C)CC)N=C=O)CC 1,3-diisocyanato-2,4-diethyl-6-methylcyclohexane